C1(=C2N(C=N1)CCC2)C(C(=O)OCC)N2CC1=C(C=C(C=C1C2=O)N2N=CC(=C2)C2CCN(CC2)C(=O)OC(C)(C)C)F tert-butyl 4-[1-[2-[1-(6,7-dihydro-5H-pyrrolo[1,2-c]imidazol-1-yl)-2-ethoxy-2-oxo-ethyl]-7-fluoro-3-oxo-isoindolin-5-yl]pyrazol-4-yl]piperidine-1-carboxylate